4-amino-7-fluoro-N-((3S)-4-fluoro-6-(trifluoromethyl)-2,3-dihydro-1-benzo-furan-3-yl)-N-meth-yl-1,3-dihydrofuro-[3,4-c]quinoline-8-carboxamide NC1=NC=2C=C(C(=CC2C2=C1COC2)C(=O)N(C)[C@@H]2COC1=C2C(=CC(=C1)C(F)(F)F)F)F